CC(=O)NCC(=O)N n-acetylglycinamide